(R)-tert-butyl ((4-(N-(5-chloro-4-(cyclopentylmethoxy)-2-fluorobenzoyl) sulfamoyl) morpholin-2-yl)methyl)(methyl)carbamate ClC=1C(=CC(=C(C(=O)NS(=O)(=O)N2C[C@H](OCC2)CN(C(OC(C)(C)C)=O)C)C1)F)OCC1CCCC1